OC=1C(C2=CC=CC=C2C(C1O)=O)=O 2,3-dihydroxy-1,4-naphthoquinone